2,5-dimethoxy-3,4-dimethylbenzaldehyde COC1=C(C=O)C=C(C(=C1C)C)OC